OC1=C(C2=CC=CC=C2C=C1O)C=O 2,3-dihydroxy-1-naphthaldehyde